COC(CP(=O)(CC)CC)=O diethyl-phosphoryl-acetic acid methyl ester